N1(N=CC=C1)CC1=CC=C(C(N1C)=O)C(=O)NS(=O)(=O)C1=C(C=CC(=C1)C(C)(C)C)OC 6-((1H-pyrazol-1-yl)methyl)-N-((5-(tert-butyl)-2-methoxyphenyl)sulfonyl)-1-methyl-2-oxo-1,2-dihydropyridine-3-carboxamide